ClC1=CC=C2C(=CC(=NC2=C1Cl)N1CC(CC1)NC(C)=O)N1C=NC=C1 N-(1-(7,8-dichloro-4-(1H-imidazol-1-yl)quinolin-2-yl)pyrrolidin-3-yl)acetamide